C(C)(C)(C)OC(=O)N1[C@@H](CC(C1=O)(CC=C)CC=C)C(=O)OC(C)(C)C (2S)-4,4-diallyl-5-oxo-pyrrolidine-1,2-dicarboxylic acid di-tert-butyl ester